FC1=C(C=C(C2=CC=CC=C12)C1=C(C(=NC=2[C@@H]3[C@@H](CCC12)C3)N3CC1(CN(C1)C(C=C)=O)CC3)C#N)O (6aS,7aS)-4-(4-fluoro-3-hydroxy-1-naphthalenyl)-2-(2-(2-propenoyl)-2,6-diazaspiro[3.4]octan-6-yl)-6,6a,7,7a-tetrahydro-5H-cyclopropa[h]quinoline-3-carbonitrile